ClC=1C(=C(C=CC1F)NC(OC(C)(C)C)=O)F tert-butyl (3-chloro-2,4-difluorophenyl)carbamate